3-(4-3-[4-(Propan-2-yl)phenyl]prop-2-enoylbenzenesulfonamido)propanoic acid CC(C)C1=CC=C(C=C1)C=CC(=O)C1=CC=C(C=C1)S(=O)(=O)NCCC(=O)O